FC(C(=O)[O-])(F)F.C[NH+]1CCCC1 1-methylpyrrolidin-1-ium trifluoroacetate